C(=C)C1=CC=C(CN2CCCCC2)C=C1 4-vinylbenzyl-piperidine